ClC1=CC=C(C(=N1)C(=O)O)N[C@H](C)C1=C2N=C(C(=NC2=CC(=C1)C)C#N)N1C(CN(CC1)C1=C(C=C(C=C1)C(F)(F)F)C#N)C 6-chloro-3-(((1R)-1-(2-cyano-3-(4-(2-cyano-4-(trifluoromethyl)phenyl)-2-methylpiperazin-1-yl)-7-methylquinoxalin-5-yl)ethyl)amino)picolinic acid